BrC1=CC=C2C(=C(C(=NC2=C1)C)CC(=O)OC)C methyl 2-(7-bromo-2,4-dimethylquinolin-3-yl)acetate